methyl 4-(4-((4-(3-((2-((1S)-1-((tetrahydro-2H-pyran-2-yl)oxy)ethyl)-1H-imidazol-1-yl)methyl)isoxazol-5-yl)phenyl)ethynyl)benzyl)morpholin-3-carboxylate O1C(CCCC1)O[C@@H](C)C=1N(C=CN1)CC1=NOC(=C1)C1=CC=C(C=C1)C#CC1=CC=C(CN2C(COCC2)C(=O)OC)C=C1